C(C=CCCCCCCCCCCCCCCCCC)(=O)OCC(OC(C=CC=C\C=C/C=C\CCCCCCCCC)=O)COP(=O)([O-])OCC[N+](C)(C)C 1-(11Z-eicosenoyl)-2-(6Z,9Z,12Z,15Z-octadecatetraenoyl)-glycero-3-phosphocholine